1-[3-(5-chloro-2-methoxyphenyl)-1,2,4-oxadiazol-5-yl]-6-(methylsulfonyl)-6-azaspiro[2.5]octane ClC=1C=CC(=C(C1)C1=NOC(=N1)C1CC12CCN(CC2)S(=O)(=O)C)OC